lithium methanetrisulphonate C(S(=O)(=O)[O-])(S(=O)(=O)[O-])S(=O)(=O)[O-].[Li+].[Li+].[Li+]